2-(2-(3-(2-phenoxyethoxy)phenoxy)ethoxy)ethan-1-ol O(C1=CC=CC=C1)CCOC=1C=C(OCCOCCO)C=CC1